ClC=1C=C(CNS(=O)(=O)C2=CC=C(C=C2)NC(=O)C2C(C2)C2=CC=NC=C2)C=CC1Cl N-(4-(N-(3,4-dichlorobenzyl)sulfamoyl)phenyl)-2-(pyridin-4-yl)cyclopropane-1-carboxamide